C1(C=CCCCCCCCCCCCCC1)=O Cyclohexadeca-2-en-1-one